N=1N2C(=C(C1)S(=O)(=O)N1CCC(CC1)C=1C(=CC=3N(C1)N=CN3)C)CCC2 6-(1-((5,6-dihydro-4H-pyrrolo[1,2-b]pyrazol-3-yl)sulfonyl)piperidin-4-yl)-7-methyl-[1,2,4]triazolo[1,5-a]pyridine